COC1=CC=C(C=C1)C(=C(C1=CC=CC=C1)C1=CC=C(C=C1)C1=CC=C(S1)C=O)C1=CC=C(C=C1)OC 5-(4-(2,2-bis(4-methoxyphenyl)-1-phenylvinyl)phenyl)thiophene-2-carbaldehyde